ethyl 1,1-dimethyl-3-(2-(trifluoromethyl)phenyl)-1H-isoindole-5-carboxylate CC1(N=C(C2=CC(=CC=C12)C(=O)OCC)C1=C(C=CC=C1)C(F)(F)F)C